C1(CC1)C=1N=C(C(=NC1C=1C2=C(C=NC1)N(C=N2)C)C(=O)N)NC=2C=CC1=C(CS(N1C)(=O)=O)C2 5-Cyclopropyl-3-[(1-methyl-2,2-dioxo-3H-2,1-benzothiazol-5-yl)amino]-6-(3-methylimidazo[4,5-c]pyridin-7-yl)pyrazin-2-carboxamid